methallyl-oxybenzenesulfonic acid C(C(C)=C)OC1=C(C=CC=C1)S(=O)(=O)O